C(#C)C=1SC=C(N1)C(=O)N([C@H]1CN(CCC1)CC(F)(F)F)C1=CC(=CC(=C1)OC(F)(F)F)OC (R)-2-Ethynyl-N-(3-methoxy-5-(trifluoromethoxy)phenyl)-N-(1-(2,2,2-trifluoroethyl)piperidin-3-yl)thiazole-4-carboxamide